[Pd].P.P diphosphine palladium